ethyl 5-(difluoromethyl)-1-(2-(methylamino)-2-oxoethyl)-1H-pyrazole-3-carboxylate FC(C1=CC(=NN1CC(=O)NC)C(=O)OCC)F